1-(4-bromomethyl-phenyl)-1H-pyrazole BrCC1=CC=C(C=C1)N1N=CC=C1